C(C)(C)(C)OC(=O)N(CCOC12CC3(CC(CC(C1)(C3)C)(C2)C)CN2N=CC(=C2C)N2C(C=CC=C2C2=CC3=C(OCCN3)C=C2)C(=O)[O-])C 1-(((3-(2-((tert-butoxycarbonyl)(methyl) amino)ethoxy)-5,7-dimethyladamantan-1-yl)methyl)-5-methyl-1H-pyrazol-4-yl)-6-(3,4-dihydro-2H-benzo[b][1,4]oxazin-6-yl)picolinate